2-amino-N-((3',4'-dichloro-[1,1'-biphenyl]-4-yl)methyl)pentanamide NC(C(=O)NCC1=CC=C(C=C1)C1=CC(=C(C=C1)Cl)Cl)CCC